C(C)N1[C@@H](C=2N=CC(=C(C3=CN4C(C(OCCCCC[C@@H](NC1=O)CCC(F)(F)F)=N3)=NC=C4)N2)C)C (12R,16R)-13-ethyl-8,12-dimethyl-16-(3,3,3-trifluoro-propyl)-12,13,16,17,18,19,20,21-octa-hydro-6,23:11,7-di(azeno)imidazo[2,1-c][1,4,10,13,15]oxatetraazacyclohenicosin-14(15H)-one